FC1=CC=C(C=C1)C1=C(C=C(C=C1)O)OC 4'-fluoro-2-methoxy-[1,1'-biphenyl]-4-ol